OC1=C(C(=O)O)C=CC(=C1)C1=NC2=C(N1C1COC1)C=CC=C2 2-hydroxy-4-(1-(oxetan-3-yl)-1H-benzo[d]imidazol-2-yl)benzoic acid